C(C1=CC=CC=C1)OC(=O)N1CCCC1C(F)(F)F 5-(trifluoromethyl)pyrrolidine-1-carboxylic acid benzyl ester